(R)-N-(6-(4-(2-amino-2-oxoethyl)piperidin-1-yl)-2-(hydroxymethyl)-2-methyl-2,3-dihydrobenzofuran-5-yl)pyrazolo[1,5-a]pyrimidine-3-carboxamide NC(CC1CCN(CC1)C1=CC2=C(C[C@](O2)(C)CO)C=C1NC(=O)C=1C=NN2C1N=CC=C2)=O